ClC1=C(C=CC=C1)C(CC)NC1=CC(=C(C(=O)N[C@H](C)\C=C\S(=O)(=O)C)C=C1F)F 4-((1-(2-chlorophenyl)propyl)amino)-2,5-difluoro-N-((R,E)-4-(methylsulfonyl)but-3-en-2-yl)benzamide